C(C)(C)(C)OC(=O)NC(CC(=O)O)CC(=O)N(C[C@@H]([C@H]([C@@H]([C@@H](CO)O)O)O)O)C 3-((tert-butoxycarbonyl)amino)-5-(methyl((2S,3R,4R,5R)-2,3,4,5,6-pentahydroxyhexyl)amino)-5-oxopentanoic acid